O1C=C(C2=C1C=CC=C2)C2=NC1=C(C=C(C=C1C(N2C)=O)C)\C(\C)=N/[S@](=O)C(C)(C)C (R,Z)-N-(1-(2-(benzofuran-3-yl)-3,6-dimethyl-4-oxo-3,4-dihydroquinazolin-8-yl)ethylidene)-2-methylpropane-2-sulfinamide